C1(CCCCC1)P(C1=C(C=CC=C1)C1=C(C=CC=C1OC)OC)C1CCCCC1 2-(Dicyclohexylphosphino)-2',6'-dimethoxy-1,1'-biphenyl